1-(ethoxymethoxy)-4-bromo-2-(trifluoromethyl)benzene C(C)OCOC1=C(C=C(C=C1)Br)C(F)(F)F